1-(4-(di(pyridin-3-yl)methyl)piperazine-1-carbonyl)-1H-benzo[d][1,2,3]triazole-5-carbonitrile N1=CC(=CC=C1)C(N1CCN(CC1)C(=O)N1N=NC2=C1C=CC(=C2)C#N)C=2C=NC=CC2